3-phenoxy-4-ethoxybenzyl bromide O(C1=CC=CC=C1)C=1C=C(CBr)C=CC1OCC